2-hydroxy-2-methyl-1-[4-(1-methylvinyl)phenyl]propan-1-one OC(C(=O)C1=CC=C(C=C1)C(=C)C)(C)C